sodium borane hydride [H-].B.[Na+]